(R)-7-(1-(2-fluoro-6-methylphenyl)piperidin-4-yl)-5-(5,6,7,8-tetrahydroquinolin-5-yl)pyrido[2,3-b]pyrazin-6(5H)-one FC1=C(C(=CC=C1)C)N1CCC(CC1)C1=CC=2C(=NC=CN2)N(C1=O)[C@H]1C=2C=CC=NC2CCC1